COC1=CC=C(CN2C([C@](CC2)(C=C)C=2OC(=NN2)C2=NC=CC=C2N[C@@H]2C[C@@H](CCC2)C(F)(F)F)=O)C=C1 |&1:9| rac-(R)-1-(4-methoxybenzyl)-3-(5-(3-(((1S,3R)-3-(trifluoromethyl)cyclohexyl)amino)pyridin-2-yl)-1,3,4-oxadiazol-2-yl)-3-vinylpyrrolidin-2-one